FC(C1OCCN(C1)C=1N=C(C2=C(N1)N=CC=C2)NCC=2C(=NC=CC2)C(F)(F)F)F 2-(2-(difluoromethyl)morpholino)-N-((2-(trifluoromethyl)pyridin-3-yl)methyl)pyrido[2,3-d]pyrimidin-4-amine